C(C1=CC=CC=C1)OC1=C(C(=O)N2CC3=C(C=CC=C3CC2)NC2CCC(N(C2)C)=O)C(=CC(=C1)O)O 5-((2-(2-(Benzyloxy)-4,6-dihydroxybenzoyl)-1,2,3,4-tetrahydro-isoquinolin-8-yl)amino)-1-methylpiperidin-2-one